quinoline-3,8-dicarbonitrile N1=CC(=CC2=CC=CC(=C12)C#N)C#N